N-[(1R)-1-(4-bromophenyl)-2,2,2-trifluoroethyl]-N-methyl-1,1-dioxo-1λ6-thiane-4-carboxamide BrC1=CC=C(C=C1)[C@H](C(F)(F)F)N(C(=O)C1CCS(CC1)(=O)=O)C